C(C#CC)(=O)N1C[C@@](CCC1)(C1=C(C(=CC=C1)Cl)C)NC1=CC=C2C(C(N(C2=C1)C)=O)(C)C 6-{[(3R)-1-(But-2-ynoyl)-3-(3-chloro-2-methylphenyl)piperidin-3-yl]amino}-1,3,3-trimethylindol-2-one